N1=CC=C(C2=NC=CC=C12)C1=CC(=NN1)NC=1N=C2C(=NC1)N(C=C2C#N)C2CCNCC2 ((5-(1,5-naphthyridin-4-yl)-1H-pyrazol-3-yl)amino)-5-(piperidin-4-yl)-5H-pyrrolo[2,3-b]pyrazine-7-carbonitrile